COC(CC1CCN(CC1)CC1=CC=C(C=C1)C=O)=O.BrCC(=O)C1=CC(=C(C=C1)Cl)Cl bromo-1-(3,4-dichlorophenyl)ethanone Methyl-{1-[(4-formylphenyl)methyl]piperidin-4-yl}acetate